perfluoro octyl-sulfonate C(CCCCCCC)S(=O)(=O)OF